5-(Benzyloxy)pyrimidine-4-carboxylic acid C(C1=CC=CC=C1)OC=1C(=NC=NC1)C(=O)O